tert-butyl-4-(3-acetyl-2-hydroxyphenyl)piperidine-1-carboxylate C(C)(C)(C)OC(=O)N1CCC(CC1)C1=C(C(=CC=C1)C(C)=O)O